3H-Imidazol-4-carboxylic acid (5S)-2,6-dimethoxy-4-(6-oxo-5,6,8,9-tetrahydrofuro[3',4':6,7]naphtho[2,3-d][1,3]dioxol-5-yl)-phenyl ester COC1=C(C(=CC(=C1)[C@H]1C2=CC3=C(OCO3)C=C2CC2=C1C(OC2)=O)OC)OC(=O)C=2NC=NC2